C(C1=CC=CC=C1)OC(=O)N[C@H](C=1N=C2N(C=CC(=C2F)C(C(=O)OC(C)(C)C)CC(F)F)C1)C1CCC(CC1)(F)F tert-Butyl 2-{2-[(S)-benzyloxycarbonylamino(4,4-difluorocyclohexyl)methyl]-8-fluoroimidazo[1,2-a]pyridin-7-yl}-4,4-difluorobutanoate